6-[(2R)-2-amino-2-cyclopropylethyl]-2-chloro-7-methyl-N-[(thiophen-2-yl)methyl]thieno[3,2-d]pyrimidin-4-amine dihydrochloride Cl.Cl.N[C@H](CC1=C(C=2N=C(N=C(C2S1)NCC=1SC=CC1)Cl)C)C1CC1